ClC1=CC(=C(OC=2C=C(C=C(C2)C)C=2C3=C(C(N(C2)C)=O)C=C(S3)C(=O)NCCC)C(=C1)C)C 7-(3-(4-chloro-2,6-dimethylphenoxy)-5-methylphenyl)-5-methyl-4-oxo-N-propyl-4,5-dihydrothieno[3,2-c]pyridine-2-carboxamide